O1C=CC=2C1=C(N=CC2)OCC(C)(C)NC(C[C@H]2N(CCC2)C)=O (S)-N-(1-(furo[2,3-c]pyridin-7-yloxy)-2-methylpropan-2-yl)-2-(1-methylpyrrolidin-2-yl)acetamide